6-((cyclopropylmethyl)amino)isoquinolin-1(2H)-one C1(CC1)CNC=1C=C2C=CNC(C2=CC1)=O